C(C)(C)(C)C1=CC=C(OP(=O)(OC2=C(C(=C(C(=C2F)F)F)F)F)N[C@H](C(=O)OC2CCC2)C)C=C1 cyclobutyl (2S)-2-[[(4-tert-butylphenoxy)-(2,3,4,5,6-pentafluorophenoxy)phosphoryl]amino]propanoate